C(C)N(C1=C(C(=NC=N1)NC[C@@]1([C@@H](CN(CC1)CC(=O)N)O)O)F)CC1=C(C=C(C=C1)C(F)(F)F)F 2-((3R,4S)-4-(((6-(ethyl(2-fluoro-4-(trifluoromethyl)benzyl)amino)-5-fluoropyrimidin-4-yl)amino)methyl)-3,4-dihydroxypiperidin-1-yl)acetamide